(+)-(S)-ethyl 2-(4-bromo-2-((7-(2-((1,1-dimethylethylsulfinamido)methyl)-3-fluoropyridin-4-yl)benzofuran-5-yl)methoxy)phenyl)acetate BrC1=CC(=C(C=C1)CC(=O)OCC)OCC=1C=C(C2=C(C=CO2)C1)C1=C(C(=NC=C1)CN[S@@](=O)C(C)(C)C)F